(Z)-1-(3-(5-(diethylamino)-2-isopropylphenyl)-4-oxothiazolidin-2-ylidene)-3-(2-fluoro-4-(1-(4-(trifluoromethoxy)phenyl)-1H-1,2,4-triazol-3-yl)phenyl)urea C(C)N(C=1C=CC(=C(C1)N1/C(/SCC1=O)=N/C(=O)NC1=C(C=C(C=C1)C1=NN(C=N1)C1=CC=C(C=C1)OC(F)(F)F)F)C(C)C)CC